ClC1=C(OC2CN(C2)[C@@H]2[C@@H](CCC2)OC=2C=C3CN(C(C3=CC2)=O)C2C(NC(CC2)=O)=O)C=CC=C1 3-(5-(((1R,2S)-2-(3-(2-chlorophenoxy)azetidin-1-yl)cyclopentyl)oxy)-1-oxoisoindolin-2-yl)piperidine-2,6-dione